NC=1C(NC2=C3C(=C(C=C2C1C1=C2C=NNC2=C(C=C1)F)C1CC1)C=CC=C3Cl)=O 3-amino-10-chloro-6-cyclopropyl-4-(7-fluoro-1H-indazol-4-yl)-1H-benzo[h]quinolin-2-one